O[C@H]1COCC[C@H]1OC1=NC(=NC=C1C(F)(F)F)NC1=CC=C(C=C1)S(=O)(=O)NC 4-((4-(((3S,4R)-3-hydroxytetrahydro-2H-pyran-4-yl)oxy)-5-(trifluoromethyl)pyrimidin-2-yl)amino)-N-methylbenzenesulfonamide